C(C)OC=1C(=CC(=NC1)C1=NSC(=N1)NC1=NC=CC=C1N(C(C)=O)C)C(F)(F)F N-(2-(3-(5-ethoxy-4-(trifluoromethyl)pyridin-2-yl)-1,2,4-thiadiazol-5-ylamino)pyridin-3-yl)-N-methylacetamide